OC1=CC=C(C2=CC=CC=C12)NC(OC(C)(C)C)=O tert-Butyl (4-hydroxynaphthalen-1-yl)carbamate